CC=1C=C(C=C(C1OCCCN1CCCC1)C)NC1=NC=C(C(=N1)N1OCCC1C1=CC=CC=C1)C#N 2-((3,5-dimethyl-4-(3-(pyrrolidin-1-yl)propoxy)phenyl)amino)-4-(3-phenylisoxazolidine-2-yl)pyrimidine-5-carbonitrile